7-(Azetidin-1-yl)-2-[4-(3-fluoropropoxy)phenyl]imidazo[1,2-a]pyridine N1(CCC1)C1=CC=2N(C=C1)C=C(N2)C2=CC=C(C=C2)OCCCF